CC=1C=CC=C2C=CN=C(C12)N(C(C1=CC(=CC=C1)C#CCCC(NCC1=CC=NC=C1)=O)=O)[C@H]1CNCCC1 (R)-N-(8-methylisoquinolin-1-yl)-3-(5-oxo-5-((pyridin-4-ylmethyl)amino)pent-1-yn-1-yl)-N-(piperidin-3-yl)benzamide